[Na+].[N+](=O)([O-])C=1C=C(C=CC1)S(=O)(=O)[O-] m-nitrobenzenesulfonic acid sodium salt